FC1=C(C=CC=C1C[C@@H]1N(CC([C@@H]1NS(=O)(=O)CC)(F)F)C(=O)C1(CCC1)O)C1=CC(=CC(=C1)C)F N-[(2S,3R)-2-[(2,3'-difluoro-5'-methyl[1,1'-biphenyl]-3-yl)methyl]-4,4-difluoro-1-(1-hydroxycyclobutane-1-carbonyl)pyrrolidin-3-yl]ethanesulfonamide